FC1=C(OC2CCN(CC2)C=2N=C3C(=NC2C=2C=NN(C2)CC)CN(CC3)C(=O)OC(C)(C)C)C=CC(=C1)F tert-butyl 2-(4-(2,4-difluorophenoxy)piperidin-1-yl)-3-(1-ethyl-1H-pyrazol-4-yl)-7,8-dihydropyrido[3,4-b]pyrazine-6(5H)-carboxylate